(19R)-3-ethyl-16-fluoro-19-methyl-10-(trifluoromethyl)-20-oxa-3,4,11,12,23-pentaazapentacyclo[19.3.1.02,6.08,12.013,18]pentacosa-1(24),2(6),4,8,10,13,15,17,21(25),22-decaen-22-amine C(C)N1C=2C3=CN=C(C(O[C@@H](C4=CC(=CC=C4N4N=C(C=C4CC2C=N1)C(F)(F)F)F)C)=C3)N